ClC1=C(C(=CC=C1)Cl)CC(=O)N1[C@H](C2=CC=CC(=C2C[C@@H]1CO)C=1C=NNC1)C 2-(2,6-Dichlorophenyl)-1-((1S,3R)-3-(hydroxymethyl)-1-methyl-5-(1H-pyrazol-4-yl)-3,4-dihydroisochinolin-2(1H)-yl)ethan-1-on